Bis(6,7-Epithio- 3,4-Dithiaheptyl) sulfide C(CSSCC1CS1)SCCSSCC1CS1